tert-butyl (1R,3R)-1-((R)-1,1-dimethylethylsulfonamido)-3-hydroxy-8-azaspiro[4.5]decane-8-carboxylate CC(C)(C)S(=O)(=O)N[C@@H]1C[C@@H](CC12CCN(CC2)C(=O)OC(C)(C)C)O